2-(2-chlorophenyl)-N-(4-sulfamoyl-2-(4-(trifluoromethyl)benzyl)-2H-indazol-6-yl)acetamide ClC1=C(C=CC=C1)CC(=O)NC=1C=C(C2=CN(N=C2C1)CC1=CC=C(C=C1)C(F)(F)F)S(N)(=O)=O